COC(=O)N1C2COCC1CCC2 3-oxa-9-azabicyclo[3.3.1]nonane-9-carboxylic acid methyl ester